CC=1N=NC=C(C1[C@@H](C)OC=1C=C2C(=NNC2=CC1)C=1C=CC(=NC1)N1CC2(C1)CCCN(C2)C(=O)OC)C methyl 2-[5-[5-[(1R)-1-(3,5-dimethylpyridazin-4-yl)ethoxy]-1H-indazol-3-yl]-2-pyridyl]-2,8-diazaspiro[3.5]nonane-8-carboxylate